N[C@@H]1[C@@H](O[C@H]([C@H]([C@H]1O)O)C(=O)O)O[C@@H]1[C@H]([C@H](O[C@@H]([C@H]1O)C)O[C@H]([C@@H](C=O)O)[C@H](O)[C@H](O)C)N 2-Amino-2-deoxy-α-L-galactopyranuronosyl-(1→3)-2-amino-2-deoxy-α-D-quinovosyl-(1→3)-D-rhamnose